N1C=C(C2=CC=CC=C12)CCC(=O)NC(C(N1CCCC1)=O)C 3-(1H-indol-3-yl)-N-(1-oxo-1-(pyrrolidin-1-yl)propan-2-yl)propionamide